1-(4-((4-((2-fluoro-4-((1-(6-methoxypyridazin-3-yl)-1H-pyrazol-3-yl)oxy)phenyl)amino)-7-methoxyquinazolin-6-yl)amino)piperidin-1-yl)prop-2-en-1-one FC1=C(C=CC(=C1)OC1=NN(C=C1)C=1N=NC(=CC1)OC)NC1=NC=NC2=CC(=C(C=C12)NC1CCN(CC1)C(C=C)=O)OC